COC1=CC=C(C=C1)C1=NNC(=C1CC(=O)NO)C1=CC=CC=C1 2-[3-(4-Methoxyphenyl)-5-phenyl-1H-pyrazol-4-yl]ethanehydroxamic acid